ONC(C=CC1=CC=C(CNC([O-])=O)C=C1)=O (4-(3-(hydroxylamino)-3-oxoprop-1-en-1-yl)benzyl)carbamate